CN1C(C2(C3=C4C(=NC=C31)NC(=C4C4=CC=C(C=C4)CN4CCN(CC4)S(=O)(=O)C)C=4C=NN(C4)C)CCCC2)=O 6'-methyl-2'-(1-methyl-1H-pyrazol-4-yl)-1'-(4-((4-(methylsulfonyl)piperazin-1-yl)methyl)phenyl)-3',6'-dihydro-7'H-spiro[cyclopentane-1,8'-dipyrrolo[2,3-b:3',2'-d]pyridin]-7'-one